(3-methoxyphenyl)catechol COC=1C=C(C=CC1)C1=C(C(O)=CC=C1)O